iridium (2,4-pentanedione) CC(CC(C)=O)=O.[Ir]